(4-((3-(7-(((E)-3-fluoro-1-methylpiperidin-4-yl)amino)-3-(thiazol-5-yl)benzo[b]thiophen-2-yl)prop-2-yn-1-yl)amino)-3-methoxyphenyl)dimethylphosphine oxide FC1CN(CCC1NC1=CC=CC2=C1SC(=C2C2=CN=CS2)C#CCNC2=C(C=C(C=C2)P(C)(C)=O)OC)C